FC(OC1=CC=C(C=N1)[C@@H]1[C@H](C1)C=1C=2N(N=C(C1)C=1C(NC(NC1)=O)=O)C=CN2)F 5-(8-((1S,2S)-2-(6-(difluoromethoxy)pyridin-3-yl)cyclopropyl)imidazo[1,2-b]pyridazin-6-yl)pyrimidine-2,4(1H,3H)-dione